C1=NC=CC2=CC=C(C=C12)C(C)O 1-(isoquinolin-7-yl)ethan-1-ol